N-(2-(2-(2-aminoethoxy)ethoxy)ethyl)-4-hydroxy-4-methylpentanamide NCCOCCOCCNC(CCC(C)(C)O)=O